ethyl (1R,2R)-2-{[(benzyloxy)carbonyl] amino}cyclopropane-1-carboxylate C(C1=CC=CC=C1)OC(=O)N[C@H]1[C@@H](C1)C(=O)OCC